C1=CC=CC=2C3=CC=CC=C3C(C12)COC(=O)N[C@@H](C1=C(C=C(C=C1)OC)OC)C1=CC=C(OCC(=O)O)C=C1 p-{(R,S)-α-[1-(9H-Fluoren-9-yl)-methoxyformamido]-2,4-dimethoxybenzyl}-phenoxyacetic acid